CN1N=CC(=C1)C=1C=C2C(=NC=NN2C1)N1CC2CCC(C1)N2C(=O)[C@@H]2[C@H](C2)C#N |r| rac-(1S,2S)-2-(3-(6-(1-methyl-1H-pyrazol-4-yl)pyrrolo[2,1-f][1,2,4]triazin-4-yl)-3,8-diazabicyclo[3.2.1]octane-8-carbonyl)cyclopropane-1-carbonitrile